4-[3-[(4-methoxyphenyl)methoxy]-5-methylsulfonylphenyl]-2-methylisoquinolin-1-one COC1=CC=C(C=C1)COC=1C=C(C=C(C1)S(=O)(=O)C)C1=CN(C(C2=CC=CC=C12)=O)C